1-(4,4-difluorocyclohexyl)-3-nitro-pyrazole FC1(CCC(CC1)N1N=C(C=C1)[N+](=O)[O-])F